C(C)S(=O)(=O)N1C2CN(CC1CC2)C=2C1=C(N=C(N2)NC(=O)C2CC2)NC=C1 N-(4-(8-(ethylsulfonyl)-3,8-diazabicyclo[3.2.1]oct-3-yl)-7H-pyrrolo[2,3-d]pyrimidin-2-yl)cyclopropylcarboxamide